NC=1C=C(C=CC1)C1=CC=C(C=C1)C1=N[C@H](C=2N(C3=C1C(=C(S3)C)C)C(=NN2)C)CCO (S)-2-(4-(3'-amino-[1,1'-biphenyl]-4-yl)-2,3,9-trimethyl-6H-thieno[3,2-f][1,2,4]triazolo[4,3-a][1,4]diazepin-6-yl)ethan-1-ol